rac-tert-butyl (1S,4S,5R)-5-hydroxy-2-azabicyclo[2.2.1]heptane-2-carboxylate O[C@H]1[C@@H]2CN([C@H](C1)C2)C(=O)OC(C)(C)C |r|